(S)-2-amino-N-(5-((R)-1-(5-chloro-2-carbonylpyridin-1(2H)-yl)-2-methoxyethyl)thiazol-2-yl)-2-((1r,4S)-4-methylcyclohexyl)acetamide N[C@H](C(=O)NC=1SC(=CN1)[C@@H](COC)N1C(C=CC(=C1)Cl)=C=O)C1CCC(CC1)C